(R)-1-(1-(4-(2-(difluoromethyl)pyridine-4-yl)phenyl)ethyl)-4-(propan-1-yn-1-yl)-1H-indazole-7-carboxylic acid FC(C1=NC=CC(=C1)C1=CC=C(C=C1)[C@@H](C)N1N=CC2=C(C=CC(=C12)C(=O)O)C#CC)F